FC(C1=C(C=C(C(=O)O)C=C1)S(=O)(=O)C)F 4-(difluoromethyl)-3-methylsulfonyl-benzoic acid